CCCCCCCCCCCCCCCCCCCCCCCCCC(=O)N[C@@H](CO)[C@@H](CCCCCCCCCCCCCCCCC)O The molecule is a C20 dihydroceramide in which the ceramide N-acyl group is specified as hexacosanoyl. It is a C20 dihydroceramide and a N-(very-long-chain fatty acyl)-sphingoid base.